BrC1=C(C=CC(=C1)[N+](=O)[O-])OC 2-bromo-1-methoxy-4-nitro-benzene